(1S)-N-(7-chloro-6-(1-((R)-1,2-dimethylcyclopentyl)piperidin-4-yl)isoquinolin-3-yl)-6-oxaspiro[2.5]octane-1-carboxamide ClC1=C(C=C2C=C(N=CC2=C1)NC(=O)[C@H]1CC12CCOCC2)C2CCN(CC2)[C@]2(C(CCC2)C)C